COC1=C(C=CC(=C1)OC)C=1C(=C(C(=C(C1C)C1=C(C=C(C=C1)OC)OC)C)C1=C(C=C(C=C1)OC)OC)C 5'-(2,4-dimethoxyphenyl)-2,2'',4,4''-tetramethoxy-2',4',6'-trimethyl-1,1':3',1''-terphenyl